C(\C=C\C=C\C)(=O)[O-].[K+].C(CCCCCCCCCCCCCCCCC)NC(CCCCC(=O)NCCCCCCCCCCCCCCCCCC)=O N,N'-distearyl-adipamide potassium sorbate